((s)-2-((s)-2,2-dimethylcyclopropanecarbonyl)-8-(((6-phenylpyridin-2-yl)methoxy)methyl)-2,6-diazaspiro[3.4]octan-6-yl)(thiazol-5-yl)methanone CC1([C@H](C1)C(=O)N1CC2(C1)CN(C[C@H]2COCC2=NC(=CC=C2)C2=CC=CC=C2)C(=O)C2=CN=CS2)C